C(C)(C)(C)OC(=O)N1CCN(CC1)C=1C=2N(C=C(C1)C1CC1)C=C(N2)CCl.CC2=CC=C(C=C2)C#CC2=CC=CC=C2 1-methyl-4-(phenylethynyl)benzene tert-butyl-4-(2-(chloromethyl)-6-cyclopropylimidazo[1,2-a]pyridin-8-yl)piperazine-1-carboxylate